CN1C(C=CC=C1)C1=CC=C(C=C1)/C(/C(=O)O)=C/C(=O)O N-methyl-2-[4-(2-pyridinyl)-phenyl]Maleic acid